(R)-1-((7-Cyano-2-(3'-(3-((1-hydroxy-2-methylpropan-2-ylamino)methyl)-1,7-naphthyridin-8-ylamino)-2,2'-dimethylbiphenyl-3-yl)benzo[d]oxazol-5-yl)methyl)-3-methylpyrrolidin C(#N)C1=CC(=CC=2N=C(OC21)C=2C(=C(C=CC2)C2=C(C(=CC=C2)NC=2N=CC=C1C=C(C=NC21)CNC(CO)(C)C)C)C)CN2C[C@@H](CC2)C